FC(COC1=C(N)C(=CC=C1C=1CCN(CC1)CC)[N+](=O)[O-])F 2-(2,2-difluoroethoxy)-3-(1-ethyl-1,2,3,6-tetrahydropyridin-4-yl)-6-nitroaniline